C(C)(C)(C)OC(=O)N1CCN(CC1)C1=C(C=C(C=C1)N)OC 4-(4-amino-2-methoxyphenyl)piperazine-1-carboxylic acid tert-butyl ester